(methyl)(2-methylbenzo[d]thiazol-5-yl)-λ6-sulfanone C[SH2](=O)C=1C=CC2=C(N=C(S2)C)C1